ClC1=C(C=CC=C1)C=1C=CC=C2C=NC(=NC12)NC=1C=NC(=CC1)N1CCNCC1 8-(2-chlorophenyl)-N-(6-(piperazin-1-yl)pyridin-3-yl)quinazolin-2-amine